ClC1=CC=C(C=C1)S(=O)(=O)NC(OC)=O methyl (4-chlorophenyl)sulfonylcarbamate